4-Fluoro-N-[(4-methoxyphenyl)methyl]-N-methyl-3-(1-methylimidazol-4-yl)benzenesulfonamide FC1=C(C=C(C=C1)S(=O)(=O)N(C)CC1=CC=C(C=C1)OC)C=1N=CN(C1)C